BrC1=CC=C(C=C1)NC(C=C)=O N-(4-bromophenyl)acrylamide